N-benzyl-pentafluoroaniline C(C1=CC=CC=C1)NC1=C(C(=C(C(=C1F)F)F)F)F